lithium-tungsten oxide [W]=O.[Li]